[Na+].ClC(CS(=O)(=O)[O-])CO 2-chloro-3-hydroxypropanesulfonic acid sodium salt